N-(1-cyanocyclopropyl)-1-(2-isobutyryl-2-azaspiro[3.4]oct-5-en-6-yl)-3-(5-(trifluoromethyl)-1,3,4-thiadiazol-2-yl)imidazo[1,5-a]pyridine-6-sulfonamide C(#N)C1(CC1)NS(=O)(=O)C=1C=CC=2N(C1)C(=NC2C2=CC1(CN(C1)C(C(C)C)=O)CC2)C=2SC(=NN2)C(F)(F)F